C(C=C)(=O)NC1=CC=C(C=C1)C1=C(C=2C(=NC=C(C2N1C)C#N)N)C1=CC(=C(C(=O)NC2CC(C2)F)C=C1)OC 4-(2-(4-acrylamidophenyl)-4-amino-7-cyano-1-methyl-1H-pyrrolo[3,2-c]pyridin-3-yl)-N-(3-fluorocyclobutyl)-2-methoxybenzamide